ClC1=C(C(=NC=N1)N1CC(OC(C1)C)C)[N+](=O)[O-] 4-(6-chloro-5-nitropyrimidin-4-yl)-2,6-dimethylmorpholine